FC1=CC=C(C=N1)O 6-fluoropyridin-3-ol